((1,3-dioxolan-2-yl)methyl)triphenylphosphonium bromide [Br-].O1C(OCC1)C[P+](C1=CC=CC=C1)(C1=CC=CC=C1)C1=CC=CC=C1